(2S)-1-(benzofuran-2-ylsulfonyl)-N-[[3-isopropyl-2,4-dioxo-1-[4-(trifluoromethyl)phenyl]pyrimidin-5-yl]methyl]pyrrolidine-2-carboxamide O1C(=CC2=C1C=CC=C2)S(=O)(=O)N2[C@@H](CCC2)C(=O)NCC=2C(N(C(N(C2)C2=CC=C(C=C2)C(F)(F)F)=O)C(C)C)=O